tert-butyl-beta-alaninate hydrochloride Cl.C(C)(C)(C)NCCC(=O)O